[Cu+2].C(COCC(=O)O)(=S)O thiodiglycolic acid copper (II)